tert-butyl (S)-(1-(3-methyl-5-(4-(1-methylpiperidin-4-yl)-3-(trifluoromethoxy)phenyl)thiophene-2-carbonyl)pyrrolidin-3-yl)carbamate CC1=C(SC(=C1)C1=CC(=C(C=C1)C1CCN(CC1)C)OC(F)(F)F)C(=O)N1C[C@H](CC1)NC(OC(C)(C)C)=O